C(C)C1=NN=C2N1C1=CC=CC=C1C(=N2)N(C)C2=CC(=CC=C2)F Ethyl-N-(3-fluorophenyl)-N-methyl-[1,2,4]triazolo[4,3-a]quinazolin-5-amine